4-OXO-3,4-DIHYDROQUINAZOLINON O=C1NC(NC2=CC=CC=C12)=O